Cl.N[C@H](CO)C(=O)O D-serine HCl